FC=1C=C(C(=O)N[C@@H](C(=O)NCCC(=O)ON2C(CCC2=O)=O)CCNC(C2=CC(=C(C=C2)B2OC(C(O2)(C)C)(C)C)F)=O)C=CC1B1OC(C(O1)(C)C)(C)C 2,5-Dioxopyrrolidin-1-yl (R)-3-(2,4-bis(3-fluoro-4-(4,4,5,5-tetramethyl-1,3,2-dioxaborolan-2-yl)benzamido)butanamido)propanoate